CC(C(=O)NCC[N+](CCCS(=O)(=O)[O-])(C)C)=C 3-[N-(2-methylacrylamidoethyl)dimethylammonio]propanesulfonate